(5-amino-2-((dimethylamino)methyl)phenyl)boric acid NC=1C=CC(=C(C1)OB(O)O)CN(C)C